CC=1CC2=CC=CC(=C2C1)C1=CC(=CC(=C1)F)F 2-methyl-4-(3,5-difluorophenyl)indene